CC(=CCCC=C)CCC=C(C)C 6,10-dimethylundec-1,5,9-triene